C(CC(C)C)C1=CC=C(C=C1)CCC(C)C 1,4-diisopentylbenzene